FC=1C=C(C=C(C1)F)[C@H]1N(OCC1)C(=O)[C@@H]1CC[C@H](CC1)CN1C=CC2=CC(=C(C=C12)C#N)F trans-1-((4-((S)-3-(3,5-difluorophenyl)isoxazolidine-2-carbonyl)cyclohexyl)methyl)-5-fluoro-1H-indole-6-carbonitrile